3-isooctyl-1,7-diaminoheptane C(CCCCC(C)C)C(CCN)CCCCN